1,1-bis(4-cyanophenyl)-2-methylbutane C(#N)C1=CC=C(C=C1)C(C(CC)C)C1=CC=C(C=C1)C#N